C(C)OC(\C=C\CCC#C)=O.BrC1=CC(=C2C(NNC(C2=C1)=O)C1=C(C=CC(=C1)F)Cl)NC(C1=CC(=CC(=C1)C(F)(F)F)F)=O N-(7-bromo-4-(2-chloro-5-fluorophenyl)-1-oxo-1,2,3,4-tetrahydrophthalazin-5-yl)-3-fluoro-5-(trifluoromethyl)benzamide (E)-Ethyl-hept-2-en-6-ynoate